Trinonyl citrate C(CC(O)(C(=O)OCCCCCCCCC)CC(=O)OCCCCCCCCC)(=O)OCCCCCCCCC